C1(=CC(=CC=C1)C(=O)OCC1CCCCC1)C cyclohexylmethyl 3-toluate